tert-Butyl ((5-(2-fluorophenyl)-4-methoxy-1-(pyridin-2-yl sulfonyl)-1H-pyrrol-3-yl)methyl)(methyl)carbamate FC1=C(C=CC=C1)C1=C(C(=CN1S(=O)(=O)C1=NC=CC=C1)CN(C(OC(C)(C)C)=O)C)OC